ClC1=CC(=C(C=C1)C1(OC2=C(O1)C=CC=C2C2CCN(CC2)CC2=NC1=C(N2C[C@H]2OCC2)C=C(C=C1OC(C([2H])([2H])[2H])([2H])[2H])C(=O)O)C)F 2-((4-(2-(4-chloro-2-fluorophenyl)-2-methylbenzo[d][1,3]dioxol-4-yl)piperidin-1-yl)methyl)-4-(ethoxy-d5)-1-(((S)-oxetan-2-yl)methyl)-1H-benzo[d]imidazole-6-carboxylic acid